tert-butyl 3-(((benzyloxy) carbonyl) amino)-4-hydroxypyrrolidine-1-carboxylate C(C1=CC=CC=C1)OC(=O)NC1CN(CC1O)C(=O)OC(C)(C)C